(3-fluoro-4-((3-(7-(((3S,4R)-3-fluoro-1-methylpiperidin-4-yl)amino)-3-(2,2,2-trifluoroethyl)benzo[b]thiophen-2-yl)prop-2-yn-1-yl)amino)-5-methoxyphenyl)dimethylphosphine oxide FC=1C=C(C=C(C1NCC#CC1=C(C2=C(S1)C(=CC=C2)N[C@H]2[C@H](CN(CC2)C)F)CC(F)(F)F)OC)P(C)(C)=O